C(C)(=O)C1=CC=C(C=C1)N1C(N2N(CC=C3C2C=2C=CC(=CC2OC3(C)C)OC(=O)N[C@@H](CC(C)C)C(=O)OC)C1=O)=O methyl (((2-(4-acetylphenyl)-7,7-dimethyl-1,3-dioxo-2,3,5,12b-tetrahydro-1H,7H-chromeno[4,3-c][1,2,4]triazolo[1,2-a]pyridazin-10-yl)oxy)carbonyl)-L-leucinate